di-dodecyl-aminobutyric acid C(CCCCCCCCCCC)C(C(C(=O)O)N)(C)CCCCCCCCCCCC